Tert-butyl 2-(hydroxymethyl)-5-oxopiperazine-1-carboxylate OCC1N(CC(NC1)=O)C(=O)OC(C)(C)C